CO[C@H]1[C@@H](COC1)N1C(=CC2=C1N=C(N=C2)SC)C#N 7-((3r,4s)-4-methoxytetrahydrofuran-3-yl)-2-(methylthio)-7H-pyrrolo[2,3-d]pyrimidine-6-carbonitrile